CC1=CC(=CC2=C1NC(=N2)C=2C(NC=CC2)=O)N2CCOCC2 3-[7-methyl-5-(4-morpholinyl)-1H-benzimidazol-2-yl]-2(1H)-pyridone